O=C1NC(CCC1NC=1C=CC(=NC1)C1CCN(CC1)C(=O)OC(C)(C)C)=O tert-butyl 4-(5-((2,6-dioxopiperidin-3-yl)amino)pyridin-2-yl)piperidine-1-carboxylate